C([C@@H](O)CC(=O)O)(=O)O.COC=1C=C2C(=CC=NC2=CC1OC)OC1=CC=C(C=C1)NC(=O)C1(CC1)C(=O)NC1=CC=C(C=C1)F N-(4-{[6,7-bis(methyloxy)quinolin-4-yl]oxy}phenyl)-N'-(4-fluorophenyl)cyclopropane-1,1-dicarboxamide (S)-malate salt